ClC=1C=CC(=C(C1)NC=1SC=C(N1)C1=C(N=C(S1)NC(C1=CC=CC=C1)=O)C)OC N-[2-(5-Chloro-2-methoxy-phenylamino)-4'-methyl-[4,5']bithiazolyl-2'-yl]-benzamide